N-(2-chloro-[1,1'-biphenyl]-3-yl)-2-(methoxymethyl)thiazolo[4,5-c]pyridin-4-amine ClC1=C(C=CC=C1NC1=NC=CC2=C1N=C(S2)COC)C2=CC=CC=C2